ClC=1C=C2CN(CC2=CC1)C1=NC=2N(C(=C1)C=1C=NNC1)N=C(C2C(C)C)C(=O)NC2=C(C(=CC=C2)OC)F 5-(5-chloroisoindolin-2-yl)-N-(2-fluoro-3-methoxyphenyl)-3-isopropyl-7-(1H-pyrazol-4-yl)pyrazolo[1,5-a]pyrimidine-2-carboxamide